FC1=C(C=NN1COCC[Si](C)(C)C)C=1C=C2CCN(C2=CC1)C(=O)NCC1=CC(=CC(=C1)OC)F 5-(5-fluoro-1-((2-(trimethylsilyl)ethoxy)methyl)-1H-pyrazol-4-yl)-N-(3-fluoro-5-methoxybenzyl)indoline-1-carboxamide